N-(4-(6-aminopyridin-3-yl)quinolin-8-yl)-4-isopropoxybenzamide NC1=CC=C(C=N1)C1=CC=NC2=C(C=CC=C12)NC(C1=CC=C(C=C1)OC(C)C)=O